3-Mercapto-2-hydroxypropylether SCC(COCC(CS)O)O